(1R,3S,5R)-3-benzyl 2-tert-butyl 5-((Z)-5-(benzyloxy)pent-1-en-1-yl)-2-azabicyclo[3.1.0]hexane-2,3-dicarboxylate C(C1=CC=CC=C1)OCCC\C=C/[C@]12C[C@H](N([C@@H]2C1)C(=O)OC(C)(C)C)C(=O)OCC1=CC=CC=C1